1-(2-Acetyl-4-bromo-phenyl)ethanone C(C)(=O)C1=C(C=CC(=C1)Br)C(C)=O